tert-butyl (S)-4-benzyl-3-(hydroxymethyl)piperazine-1-carboxylate C(C1=CC=CC=C1)N1[C@@H](CN(CC1)C(=O)OC(C)(C)C)CO